ClC1=C(CNC(=O)[C@]2(C=3C=CC=NC3[C@@](CC2)(CN2CC(C2)O)O)F)C=CC(=C1)F (5S,8R)-N-(2-chloro-4-fluorobenzyl)-5-fluoro-8-hydroxy-8-((3-hydroxyazetidin-1-yl)methyl)-5,6,7,8-tetrahydroquinoline-5-carboxamide